NCCN(CCN1C(N(CC1)CCN(CC#N)CC#N)=O)CCNCC#N 2,2'-((2-(3-(2-((2-aminoethyl)(2-((cyanomethyl)amino)ethyl)amino)ethyl)-2-oxoimidazolidin-1-yl)ethyl)azanediyl)diacetonitrile